(4R,5R)-3-(4-chlorophenyl)-N-((3,3-difluoropiperidin-1-yl)sulfonyl)-5-methyl-4-phenyl-4,5-dihydro-1H-pyrazole-1-carboxamide ClC1=CC=C(C=C1)C1=NN([C@@H]([C@H]1C1=CC=CC=C1)C)C(=O)NS(=O)(=O)N1CC(CCC1)(F)F